N(=[N+]=[N-])C(CCCCCCCC(=O)OC\C=C/CCCCCC)CCCCCCCC(=O)OC\C=C/CCCCCC di((Z)-non-2-en-1-yl) 9-azidoheptadecanedioate